C1(CC1)NC(=O)C=1C(N(C=2N(C1O)N=C(C2)C=2C(NC=CC2)=O)CC(C)(C)C)=O N-Cyclopropyl-7-hydroxy-4-neopentyl-5-oxo-2-(2-oxo-1,2-dihydropyridin-3-yl)-4,5-dihydropyrazolo[1,5-a]pyrimidine-6-carboxamide